[C@H]12CN(C[C@H](CC1)N2)C2=NC(=NC1=C(C(=C3C(=C21)OCO3)C=3C=C(C=C2CCOC(C32)C)O)F)OC[C@]32CCCN2C[C@@H](C3)F 8-(9-((1R,5S)-3,8-diazabicyclo[3.2.1]octan-3-yl)-5-fluoro-7-(((2R,7aS)-2-fluorotetrahydro-1H-pyrrolizin-7a(5H)-yl)methoxy)-[1,3]dioxolo[4,5-f]quinazolin-4-yl)-1-methylisochroman-6-ol